C(C)OCOC=1C=C(C=O)C=CC1C1=C2C(=C(N=N1)N[C@H]1CN(CCC1)C)C=NC=C2 (R)-3-(ethoxymethoxy)-4-(4-((1-methylpiperidin-3-yl)amino)pyrido[3,4-d]Pyridazin-1-yl)benzaldehyde